benzyl (S)-4-((S)-2-(((tert-butoxy) carbonyl) amino)-2-cyclohexylacetyl)-2-methylpiperazine-1-carboxylate C(C)(C)(C)OC(=O)N[C@H](C(=O)N1C[C@@H](N(CC1)C(=O)OCC1=CC=CC=C1)C)C1CCCCC1